1-(4-chloro-3-fluoro-2-(6-methoxypyrimidin-4-yl)phenyl)-1H-1,2,3-triazole-4-carbonitrile ClC1=C(C(=C(C=C1)N1N=NC(=C1)C#N)C1=NC=NC(=C1)OC)F